O=C(CSC1=CC=C(CC(C(=O)OCC)(C(=O)OCC)NC(C)=O)C=C1)C diethyl 2-(4-(2-oxopropylsulfanyl) benzyl)-2-acetamidomalonate